O1C[C@@H](CC1)C(=O)N1CCC(CC1)NC(=O)NC1=CC=C(C=C1)C(F)(F)F (R)-1-(1-(tetrahydrofuran-3-carbonyl)piperidin-4-yl)-3-(4-(trifluoromethyl)phenyl)urea